C1(CCCC1)C(=O)N1CCN(CC1)CC1=C(C(=CC=C1)NC=1SC=C(N1)CCC)C cyclopentyl-(4-(2-methyl-3-((4-propylthiazol-2-yl)amino)benzyl)piperazin-1-yl)methanone